Cl.C(C#C)N1CCCC1 1-(prop-2-yn-1-yl)pyrrolidine hydrochloride